C1=CC=CC=2C3=CC=CC=C3C=CC12 Phenanthrene